2-{5-[4-(aminomethyl)-4-phenylpiperidin-1-yl]pyridazin-3-yl}phenol NCC1(CCN(CC1)C=1C=C(N=NC1)C1=C(C=CC=C1)O)C1=CC=CC=C1